(R)-N-(4-(3-amino-3-methylpyrrolidin-1-yl)-2-isopropyl-2H-indazol-5-yl)-1-(2,6-difluorophenyl)-6-oxo-1,6-dihydropyridazine-3-carboxamide N[C@]1(CN(CC1)C=1C2=CN(N=C2C=CC1NC(=O)C1=NN(C(C=C1)=O)C1=C(C=CC=C1F)F)C(C)C)C